8-(2-(dimethylamino)ethyl)-7,8,9,10-tetrahydro-5H-cyclohepta[b]naphthalene-5,11(6H)-dioneOl CN(CCC1CCC2=C(C(C3=C(C=CC=C3C2=O)O)=O)CC1)C